2-(4'-Fluoro-2'-(4-methyl-4H-1,2,4-triazol-3-yl)-[1,1'-biphenyl]-3-yl)-7-(trifluoromethyl)benzo[d]oxazole FC1=CC(=C(C=C1)C1=CC(=CC=C1)C=1OC2=C(N1)C=CC=C2C(F)(F)F)C2=NN=CN2C